2-(4-(5-bromopyrazolo[1,5-a]pyridin-3-yl)-1H-1,2,3-triazol-1-yl)ethane BrC1=CC=2N(C=C1)N=CC2C=2N=NN(C2)CC